tert-butyl 4-[(1S,4R,5R)-5-[(tert-butyldiphenylsilyl) oxy]-3-oxo-2-azabicyclo[2.2.1]heptan-2-yl]-3-fluorobenzoate [Si](C1=CC=CC=C1)(C1=CC=CC=C1)(C(C)(C)C)O[C@H]1[C@@H]2C(N([C@H](C1)C2)C2=C(C=C(C(=O)OC(C)(C)C)C=C2)F)=O